2-((benzyloxy) methyl)-2-methylpropane-1,3-diylbis(4-ethylcyclohexane-1-carboxylate) C(C1=CC=CC=C1)OCC(CC1(CCC(CC1)CC)C(=O)[O-])(CC1(CCC(CC1)CC)C(=O)[O-])C